4-(6-(4-methyl-3,4-dihydro-2H-benzo[b][1,4]oxazin-7-yl)-3-(piperidin-4-ylmethyl)-3H-imidazo[4,5-c]pyridin-7-yl)benzonitrile CN1C2=C(OCC1)C=C(C=C2)C2=C(C1=C(C=N2)N(C=N1)CC1CCNCC1)C1=CC=C(C#N)C=C1